tert-butyl 4-(2-carbamothioylethyl)piperidine-1-carboxylate C(N)(=S)CCC1CCN(CC1)C(=O)OC(C)(C)C